N-((3S,4S)-4-(3-fluorophenyl)-1-(imidazo[1,5-a]pyridine-8-carbonyl)piperidin-3-yl)-1H-indole-2-carboxamide FC=1C=C(C=CC1)[C@H]1[C@@H](CN(CC1)C(=O)C=1C=2N(C=CC1)C=NC2)NC(=O)C=2NC1=CC=CC=C1C2